fluoro guanosine-3'-phosphorothioate P(O)(O)(=S)O[C@H]1[C@H]([C@@](O[C@@H]1CO)(N1C=NC=2C(=O)NC(N)=NC12)F)O